4-((2S,3S,4R,5R)-3-(3,4-difluoro-2-hydroxyphenyl)-4,5-dimethyl-5-(trifluoromethyl)tetrahydrofuran-2-carboxamido)picolinamide FC=1C(=C(C=CC1F)[C@H]1[C@H](O[C@]([C@@H]1C)(C(F)(F)F)C)C(=O)NC1=CC(=NC=C1)C(=O)N)O